FC1=C(C(=C(C(=C1[B-](C1=C(C(=C(C(=C1F)F)F)F)F)(C1=C(C(=C(C(=C1F)F)F)F)F)C1=C(C(=C(C(=C1F)F)F)F)F)F)F)F)F.C[NH+](CCCCCCCCCCCCCCCCCC)C Dimethyl-octadecyl-ammonium tetrakis(pentafluorophenyl)borate